(S*)-3-(2-(3-aminoprop-1-yn-1-yl)benzofuran-4-yl)piperidine-2,6-dione NCC#CC=1OC2=C(C1)C(=CC=C2)[C@H]2C(NC(CC2)=O)=O |o1:13|